tert-butyl (S)-3-(methyl(quinolin-3-yl)amino)pyrrolidine-1-carboxylate CN([C@@H]1CN(CC1)C(=O)OC(C)(C)C)C=1C=NC2=CC=CC=C2C1